O1C=C(C=C1)C(=C(C1=COC=C1)C1=COC=C1)[SiH3] tri(3-furyl)vinylsilane